3-(4-(5-chloro-4-(2-(dimethylphosphino)phenylamino)pyrimidin-2-ylamino)-5-methoxy-2-nitrophenyl)-3-azaspiro[5.5]undecan-9-one ClC=1C(=NC(=NC1)NC1=CC(=C(C=C1OC)N1CCC2(CC1)CCC(CC2)=O)[N+](=O)[O-])NC2=C(C=CC=C2)P(C)C